FC1=CC=C(C=C1)N1C(=C(C2=C(C=CC=C12)O)C1=CC=C(C(=O)O)C=C1)C1CC(C1)(C)O 4-[1-(4-fluorophenyl)-4-hydroxy-2-(3-hydroxy-3-methyl-cyclobutyl)indol-3-yl]benzoic acid